N-(2-methoxy-5-pyridyl)-cyclopropanecarboxamide COC1=NC=C(C=C1)NC(=O)C1CC1